2-(aminomethyl)-6-cyclopropylimidazo[1,2-a]pyridine-8-carbonitrile hydrochloride Cl.NCC=1N=C2N(C=C(C=C2C#N)C2CC2)C1